FC=1C(=C2C(=NC1)NN=C2)C2=C1N(N=C2C2=CC=C(C=C2)F)C[C@H](C1)F 5-fluoro-4-[(5S)-5-fluoro-2-(4-fluorophenyl)-5,6-dihydro-4H-pyrrolo[1,2-b]pyrazol-3-yl]-1H-pyrazolo[3,4-b]pyridine